trans-N-(3-(2-Cyclopropylthiazol-5-yl)phenyl)-N-((trans-4-(4-methoxy-3-methylphenyl)cyclohexyl)methyl)-4-(3-methylbutanamido)cyclohexanecarboxamide methyl-phenylacetate COC(CC1=CC=CC=C1)=O.C1(CC1)C=1SC(=CN1)C=1C=C(C=CC1)N(C(=O)[C@@H]1CC[C@H](CC1)NC(CC(C)C)=O)C[C@@H]1CC[C@H](CC1)C1=CC(=C(C=C1)OC)C